N-[(3-methyl-2-nitro-imidazol-4-yl)methyl]-N-[7-morpholino-5-[4-[[5-[4-(2,2,2-trifluoroethyl)piperazin-1-yl]pyrimidin-2-yl]amino]cyclohexoxy]-1,6-naphthyridin-3-yl]methanesulfonamide CN1C(=NC=C1CN(S(=O)(=O)C)C=1C=NC2=CC(=NC(=C2C1)OC1CCC(CC1)NC1=NC=C(C=N1)N1CCN(CC1)CC(F)(F)F)N1CCOCC1)[N+](=O)[O-]